C(=O)(OC(C)(C)C)N([C@H](C1=CC=CC=C1)C(=O)O)F (R)-N-Bocfluorophenylglycine